The molecule is a carboxylic ester resulting from the formal condensation of the carboxy group of indole-3-acetic acid with the hydroxy group of 2-phenylethanol. It has a role as an antifungal agent and a fungal metabolite. It is a member of indoles and a carboxylic ester. It derives from a 2-phenylethanol and an indole-3-acetic acid. C1=CC=C(C=C1)CCOC(=O)CC2=CNC3=CC=CC=C32